COC=1C=C(C=CC1OC)C=1C=CC=2N(N1)C(=CN2)C=2C=C(C=CC2)CO [3-[6-(3,4-dimethoxyphenyl)imidazo[1,2-b]pyridazin-3-yl]phenyl]methanol